3-phenyl-1-(2,4,6-trihydroxy-3-((1S,5S)-3-methyl-5-(prop-1-en-2-yl)cyclopent-2-en-1-yl)phenyl)propan-1-one C1(=CC=CC=C1)CCC(=O)C1=C(C(=C(C=C1O)O)[C@H]1C=C(C[C@@H]1C(=C)C)C)O